C(C)(C)(C)OC(=O)N1CC2(C1)CC(C2)C#CC2=C(N=NC(=C2)C2=C(C=CC=C2)O)N 6-((3-Amino-6-(2-hydroxyphenyl)pyridazin-4-yl)ethynyl)-2-azaspiro[3.3]heptane-2-carboxylic acid tert-butyl ester